bis(3,5-dibutyl-4-hydroxyphenyl)methane C(CCC)C=1C=C(C=C(C1O)CCCC)CC1=CC(=C(C(=C1)CCCC)O)CCCC